C1(=CC=C(C=C1)C[C@H]1COC2=CC(=CC=C2[C@@H]1O)C1=C(C=CC=C1)NS(=O)(=O)C(F)(F)F)C1=CC=CC=C1 N-{2-[(3S,4R)-3-(biphenyl-4-ylmethyl)-4-hydroxy-3,4-dihydro-2H-chromen-7-yl]phenyl}-1,1,1-trifluoromethanesulfonamide